3,5-di-tert.butyl-4-hydroxy-hydrocinnamate C(C)(C)(C)C=1C=C(CCC(=O)[O-])C=C(C1O)C(C)(C)C